NC1=C(C(=NC=N1)N1C[C@@H](CCC1)N1C(C(CCC1)NC1=CC=C(C(=O)O)C=C1)=O)F 4-((3'r)-1'-(6-amino-5-fluoropyrimidin-4-yl)-2-oxo-1,3'-bipiperidin-3-ylamino)benzoic acid